tert-butyl 2-(7-(2-chloro-5-fluoropyrimidin-4-yl)-1-isopropyl-3-methyl-4-oxo-1,4-dihydroquinolin-2-yl)azetidine-1-carboxylate ClC1=NC=C(C(=N1)C1=CC=C2C(C(=C(N(C2=C1)C(C)C)C1N(CC1)C(=O)OC(C)(C)C)C)=O)F